C(C)C(COC(=O)C1=CC=C(NC2=NC(=NC(=N2)NC2=CC=C(C=C2)C(=O)OCC(CCCC)CC)NC2=CC=C(C=C2)C(=O)OCC(CCCC)CC)C=C1)CCCC 2,4,6-tris[4-(2-ethyl-hexyl-oxycarbonyl)anilino]-1,3,5-triazine